C(CCC(=O)C)(=O)[O-].CC([O-])C.CC([O-])C.[Ti+3] titanium diisopropoxide (levulinate)